OC=1C=NN(C1)C1CC(C1)C#N 3-(4-hydroxy-1H-pyrazol-1-yl)cyclobutanecarbonitrile